2,3-Dibromo-6-methyl-5-(2,2,2-trifluoroethoxy)pyridine BrC1=NC(=C(C=C1Br)OCC(F)(F)F)C